C(O)(O)=O.NC1CCC(CC1)C 4-amino-methyl-cyclohexane-carbonic acid